NC1=CC=C(C=N1)[C@H]1OC[C@@H](N(C1)CC1C(C1)CNC(=O)C=1NC2=CC=CC=C2C1)C N-((2-(((2R,5S)-2-(6-aminopyridin-3-yl)-5-methylmorpholino)methyl)cyclopropyl)methyl)-1H-indole-2-carboxamide